C1(C=CC=C1)[Ti]C1=CC=CC=CC1 cyclopentadienyl-cycloheptatrienyl-titanium